2-((4-(5-chloro-2-methyl-4-oxoquinazolin-3(4H)-yl)phenyl)thio)-N-(4-chlorophenyl)acetamide ClC1=C2C(N(C(=NC2=CC=C1)C)C1=CC=C(C=C1)SCC(=O)NC1=CC=C(C=C1)Cl)=O